N1C(=NC2=C1C=CC=C2)[C@H](C)NC([C@H](CC(=O)N2[C@H](CCCC2)C)NC(=O)C2=NOC(=C2)C)=O N-((S)-1-(((S)-1-(1H-Benzo[d]imidazol-2-yl)ethyl)amino)((S)-2-methylpiperidin-1-yl)-1,4-dioxobutan-2-yl)-5-methylisoxazole-3-carboxamide